beta-glutamic acid hydrochloride Cl.NC(CC(=O)O)CC(=O)O